C[C@H]1N([C@H](CN(C1)C1=NC=C(C=C1)[N+](=O)[O-])C)C(=O)OC1CC2(CN(C2)CC2=CC=CC=C2)C1 2-benzyl-2-azaspiro[3.3]heptan-6-yl (2R,6S)-2,6-dimethyl-4-(5-nitropyridin-2-yl)piperazine-1-carboxylate